N-[2-methyl-5-(5-methyl-1,2,4-oxadiazol-3-yl)phenyl]-7-(3-pyrrolidin-1-ylpropoxy)imidazo[1,2-a]pyridine-3-carboxamide CC1=C(C=C(C=C1)C1=NOC(=N1)C)NC(=O)C1=CN=C2N1C=CC(=C2)OCCCN2CCCC2